ClC=1C(=NC=CC1)C1(CC(C1)(C)C)C#N 1-(3-chloropyridin-2-yl)-3,3-dimethylcyclobutane-1-carbonitrile